C(CCCCCCCCCCCCC)(=O)O[C@H](CO)COP(=O)([O-])OCC[N+](C)(C)C 2-Myristoyl-sn-Glycero-3-Phosphocholine